4-(3-bromo-1H-pyrazol-1-yl)pyridine BrC1=NN(C=C1)C1=CC=NC=C1